[N+](=O)([O-])C1=CN2C(N=N1)=C(C(=N2)C2=NN=NN2)C2=NN=NN2 3-nitro-7,8-bis(1H-tetrazol-5-yl)pyrazolo[5,1-c][1,2,4]triazin